C(C)(C)(C)C1=CC=C(C=C1)N1CC(=NC2=CC=CC=C12)C 1-(4-(tert-butyl)phenyl)-3-methylquinoxalin